FC(OC1=CC(=C(C=C1)C=1C=CC(=NC1)C1(COC1)C(=O)NC1=CC=C(C=C1)F)C(C)(C)O)F 3-(5-(4-(difluoromethoxy)-2-(2-hydroxypropan-2-yl)phenyl)pyridin-2-yl)-N-(4-fluorophenyl)oxetane-3-carboxamide